N-(5-(3,4-dimethoxyphenyl)-4-((2-fluorophenyl)amino)quinazolin-6-yl)-3-(1-methylpyrrolidin-2-yl)acrylamide COC=1C=C(C=CC1OC)C1=C2C(=NC=NC2=CC=C1NC(C=CC1N(CCC1)C)=O)NC1=C(C=CC=C1)F